C(=O)([O-])C(O)C(O)C(=O)[O-].N1=C(N=CC=C1)C1=CN=[N+](C=C1)CCC#N.N1=C(N=CC=C1)C1=CN=[N+](C=C1)CCC#N 3-(4-Pyrimidin-2-Ylpyridazin-1-Ium-1-yl)Propanenitrile Tartrate Salt